2-(t-butylazo)-2-methylbutanenitrile C(C)(C)(C)N=NC(C#N)(CC)C